C12CC(CC(CC1)N2)N 8-azabicyclo[3.2.1]octane-3-amine